CC1(OCCC(C1)NC=1C2=C(N=C(N1)NC1=CC=C(C=3OCCOC31)C=3C=NN(C3)C)NC=C2C#N)C 4-((2,2-dimethyltetrahydro-2H-pyran-4-yl)amino)-2-((8-(1-methyl-1H-pyrazol-4-yl)-2,3-dihydrobenzo[b][1,4]dioxin-5-yl)amino)-7H-pyrrolo[2,3-d]pyrimidine-5-carbonitrile